N-(3-(6-(4-isopropyl-4H-1,2,4-triazol-3-yl)pyridin-2-yl)-7-methyl-4-oxo-3,4-dihydro-phthalazin-6-yl)ethylsulfonamide C(C)(C)N1C(=NN=C1)C1=CC=CC(=N1)N1N=CC2=CC(=C(C=C2C1=O)CCNS(=O)=O)C